(4-chlorophenyl)-4-methyl-N-(trifluoromethyl)benzenesulfonamide ClC1=CC=C(C=C1)C1=C(C=CC(=C1)C)S(=O)(=O)NC(F)(F)F